CC1=CC=C(C=C1)S(=O)(=O)NC1=C(C=CC=C1)NC(=O)NC1=CC=CC=C1 4-methyl-N-(2-(3-phenylureido)phenyl)benzenesulfonamide